3-cyclopropyl-1-((3,3-difluoro-5-methylbicyclo[3.1.0]hexan-1-yl)methyl)-N-(2-(S-methylsulfonimidoyl)pyridin-4-yl)-4-(trifluoromethyl)-1H-pyrazole-5-carboxamide C1(CC1)C1=NN(C(=C1C(F)(F)F)C(=O)NC1=CC(=NC=C1)S(=O)(=N)C)CC12CC(CC2(C1)C)(F)F